O1CCNC2=C1C=C(C=C2)C=2N=C1N(C(=C(C(N1N2)=O)N2CCN(CC2)C(=O)C2=NC=NC(=C2O)C)CC)CC(=O)N [2-(3,4-dihydro-2H-1,4-benzoxazin-7-yl)-6-ethyl-5-{4-[(5-hydroxy-6-methyl-4-pyrimidinyl)carbonyl]-1-piperazinyl}-4-oxo-1,3,3a,7-tetraaza-7-indenyl]acetamide